S(=O)(=O)(O)O.CC(CC)=O butanone sulfate